4-hydroxy-N,N-dimethyl-3-(1H-benzimidazol-5-yl)benzamide OC1=C(C=C(C(=O)N(C)C)C=C1)C1=CC2=C(NC=N2)C=C1